ClC=1C(=NC(=CC1)C)C=1C=C(C(=O)O)C=C(C1)F 3-(3-chloro-6-methylpyridin-2-yl)-5-fluorobenzoic acid